ethyl 5-(benzyloxy)-2,7-dimethylbenzofuran-3-carboxylate C(C1=CC=CC=C1)OC=1C=C(C2=C(C(=C(O2)C)C(=O)OCC)C1)C